3-(4-amino-7-methyl-5-[4-[(6-methylpyridin-2-yl)oxy]phenyl]pyrrolo[2,3-d]pyrimidin-6-yl)-4-hydroxypyrrolidine-1-carboxylic acid tert-butyl ester C(C)(C)(C)OC(=O)N1CC(C(C1)O)C1=C(C2=C(N=CN=C2N)N1C)C1=CC=C(C=C1)OC1=NC(=CC=C1)C